CN(C(C(C1=CC=CC=C1)C1=CC=CC=C1)=O)C=1C(=NC=CC1)C(=O)O 3-(N-methyl-2,2-diphenylacetamido)picolinic acid